C(C(=O)C)=C1CCC(CC1)C(=O)NC 4-acetonylidene-N-methyl-cyclohexanecarboxamide